N(=[N+]=[N-])C=1C(=NC(=CC1)Br)C=O 3-azido-6-bromopicolinaldehyde